COC(=O)C=1C=CC2=C(N(C(=N2)[C@H](C)Cl)C[C@H]2OCC2)C1 2-((S)-1-chloroethyl)-1-(((S)-oxetan-2-yl)methyl)-1H-benzo[d]Imidazole-6-carboxylic acid methyl ester